ethyl 4-chloro-2,2-dimethylpent-4-enoate ClC(CC(C(=O)OCC)(C)C)=C